O=C1CCC1 1-Oxocyclobutane